Ethyl-(S)-2-(4-(5-chloro-2-(4-chloro-1H-1,2,3-triazol-1-yl)phenyl)-6-oxopyrimidin-1(6H)-yl)butanoic acid ethyl ester C(C)OC(C(CC)(N1C=NC(=CC1=O)C1=C(C=CC(=C1)Cl)N1N=NC(=C1)Cl)CC)=O